4-(5-(2,6-difluorophenyl)-3,7-dimethyl-1,6-dihydropyrazolo[4,3-d]pyrido[4,3-f][1,3]diazepin-9-yl)thiomorpholine 1,1-dioxide FC1=C(C(=CC=C1)F)C=1NC2=C(C3=C(N1)C(=NN3)C)C=C(N=C2C)N2CCS(CC2)(=O)=O